N4-cyclohexyl-5-(1-methyl-1H-pyrazol-4-yl)-N2-(3-(trifluoromethyl)benzyl)pyrimidine-2,4-diamine C1(CCCCC1)NC1=NC(=NC=C1C=1C=NN(C1)C)NCC1=CC(=CC=C1)C(F)(F)F